CC1(N(C(CC(C1)=O)(C)C)C(=O)OCC)C Ethyl 2,2,6,6-tetramethyl-4-oxopiperidine-1-carboxylate